C(C)OC(=O)C1(CCC1)N1N=CC(=C1)[N+](=O)[O-] 1-(4-Nitro-1H-pyrazol-1-yl)cyclobutane-1-carboxylic acid ethyl ester